5-[2-(azetidin-1-yl)ethoxy]-2-bromo-pyridine N1(CCC1)CCOC=1C=CC(=NC1)Br